S(=O)(=O)(ON1[C@@H]2CC[C@@H](N(C1=O)C2)C(N)=O)O (1R,2R,5R)-2-carbamoyl-7-oxo-1,6-diazabicyclo[3.2.1]octane-6-yl hydrogen sulfate